7-[(1r,5s,6r)-6-(azepan-1-ylcarbonyl)-3-azabicyclo[3.1.0]hex-3-yl]-3-oxa-9-azabicyclo[3.3.1]nonane-9-carboxylic acid ethyl ester C(C)OC(=O)N1C2COCC1CC(C2)N2C[C@H]1C([C@H]1C2)C(=O)N2CCCCCC2